(S or R)-2-(2-(3-ethyl-5,6,7,8-tetrahydro-[1,2,4]triazolo[4,3-a]pyridin-6-yl)-2H-pyrazolo[3,4-b]pyrazin-6-yl)-3-methyl-5-(trifluoromethyl)phenol C(C)C1=NN=C2N1C[C@H](CC2)N2N=C1N=C(C=NC1=C2)C2=C(C=C(C=C2C)C(F)(F)F)O |o1:8|